C(C)(C)(C)C1=CC=C(C=C1)OP(=O)(OC1=CC=C(C=C1)C(C)(C)C)OC1=CC=C(C=C1)C(C)(C)C Tris(4-tert-butylphenyl)phosphate